(5S,8S,10aR)-N8-((R)-chroman-4-yl)-5-((S)-2-(isopropylamino)propanamido)-N3-methyl-6-oxooctahydropyrrolo[1,2-a][1,5]diazocine-3,8(4H)-dicarboxamide O1CC[C@H](C2=CC=CC=C12)NC(=O)[C@@H]1CC[C@H]2N1C([C@H](CN(CC2)C(=O)NC)NC([C@H](C)NC(C)C)=O)=O